5-(3-isopropyl-5-((1-isopropylpiperidin-4-yl)methoxy)-1H-indol-2-yl)-1,3-dimethylpyridin-2(1H)-one C(C)(C)C1=C(NC2=CC=C(C=C12)OCC1CCN(CC1)C(C)C)C=1C=C(C(N(C1)C)=O)C